NC=1C(=NC(=C(N1)C=1OC=CN1)C=1C=CC=2N(C1)C(=CN2)C)C(=O)NCC 3-amino-N-ethyl-6-(3-methylimidazo[1,2-a]pyridin-6-yl)-5-(oxazol-2-yl)pyrazine-2-carboxamide